methyl (2-(3-((2-(difluoromethoxy)-6-methylpyridin-3-yl)carbamoyl)-3-(2-isopropylphenyl)azetidin-1-yl)ethyl)glycinate FC(OC1=NC(=CC=C1NC(=O)C1(CN(C1)CCNCC(=O)OC)C1=C(C=CC=C1)C(C)C)C)F